C1(=CC=CC=C1)SC1=CC=C(C=C1)C(C)=O 4'-(Phenylthio)acetophenone